[Ni+2].C(C)(=O)[O-].[Ni+2].C(C)(=O)[O-].C(C)(=O)[O-].C(C)(=O)[O-] nickel acetate nickel salt